(S)-5-methoxy-4-((2-(4-(methoxycarbonyl)phenyl)-4-(5-fluorothiophen-2-yl)piperidin-1-yl)methyl)-7-methyl-1H-indole-1-carboxylic acid tert-butyl ester C(C)(C)(C)OC(=O)N1C=CC2=C(C(=CC(=C12)C)OC)CN1[C@@H](CC(CC1)C=1SC(=CC1)F)C1=CC=C(C=C1)C(=O)OC